1-((5-(2H-1,2,3-triazol-2-yl)pyrazin-2-yl)methyl)-4-(bicyclo[1.1.1]pentan-1-yl)piperazine-2,3-dione N=1N(N=CC1)C=1N=CC(=NC1)CN1C(C(N(CC1)C12CC(C1)C2)=O)=O